N-(4-(1H-imidazol-4-yl)benzyl)-6-fluoro-N-methyl-2H-benzopyran-3-carboxamide N1C=NC(=C1)C1=CC=C(CN(C(=O)C=2COC3=C(C2)C=C(C=C3)F)C)C=C1